C1(CCCCCO1)=S ε-Thionocaprolactone